[F-].C(C)[N+]1(CCCCC1)CCC 1-Ethyl-1-propylpiperidinium fluorid